4-(3-hydroxypropoxy)chalcone (1R,3S)-3-(3-(2-(2-formyl-3-hydroxy-5-methoxyphenoxy)acetamido)-1H-pyrazol-5-yl)cyclopentyl-1,2,2-trimethylhydrazine-1-carboxylate C(=O)C1=C(OCC(=O)NC2=NNC(=C2)[C@@H]2C[C@@H](CC2)OC(=O)N(N(C)C)C)C=C(C=C1O)OC.OCCCOC1=CC=C(C=C1)\C=C\C(=O)C1=CC=CC=C1